CC1=C(C=2N(C=C1C1=C(C=3N=C(SC3N1)N1[C@H](CN(CC1)CC(=O)N(C)C)C)C(C)C)N=CN2)C (S)-2-(4-(5-(7,8-dimethyl-[1,2,4]triazolo[1,5-a]pyridin-6-yl)-6-isopropyl-4H-pyrrolo[3,2-d]thiazol-2-yl)-3-methylpiperazin-1-yl)-N,N-dimethylacetamide